CC(CC1=CC=C(C=C1)C(C=O)C)C 4-(2-methylpropyl)phenylpropionaldehyde